4-cyano-4-(3-(5-(cyclopropanecarboxamido)-1-methyl-1H-pyrazolo[3,4-c]pyridin-3-yl)-2-methoxyphenyl)-N,N-dimethylpiperidine-1-carboxamide C(#N)C1(CCN(CC1)C(=O)N(C)C)C1=C(C(=CC=C1)C1=NN(C2=CN=C(C=C21)NC(=O)C2CC2)C)OC